1-(2-hydroxy-6-methoxyphenyl)butane-1,3-dione OC1=C(C(=CC=C1)OC)C(CC(C)=O)=O